hexachloroheptane-dicarboxylic acid ClC(C(C(C(C(=O)O)(C(=O)O)Cl)(Cl)Cl)(Cl)Cl)CCC